di-tert-butyl 3,3'-((2-(((benzyloxy)carbonyl)amino)-2-((3-(tert-butoxy)-3-oxopropoxy)methyl)propane-1,3-diyl)bis(oxy))dipropionate C(C1=CC=CC=C1)OC(=O)NC(COCCC(=O)OC(C)(C)C)(COCCC(=O)OC(C)(C)C)COCCC(=O)OC(C)(C)C